CN(C(=O)C=1C=C2CCN(CC2=CC1)C(=O)OC(C)(C)C)C tert-butyl 6-(dimethyl carbamoyl)-3,4-dihydroisoquinoline-2(1H)-carboxylate